((5-(3-cyano-5-fluorophenyl)-1-(4-(trifluoromethyl)benzyl)-1H-indole-7-carboxamido)methyl)benzoic acid C(#N)C=1C=C(C=C(C1)F)C=1C=C2C=CN(C2=C(C1)C(=O)NCC1=C(C(=O)O)C=CC=C1)CC1=CC=C(C=C1)C(F)(F)F